BrC=1C(=CC(=NC1)Cl)C(C)(C)O 2-(5-bromo-2-chloro-4-pyridyl)propan-2-ol